Octapropylenglycol diacrylat C(C=C)(=O)OC(C)COC(C)COC(C)COC(C)COC(C)COC(C)COC(C)COC(C)COC(C=C)=O